COC=1C=C(OC2=C(C=3N=C(C=NC3C=C2)N2CCOCC2)C#N)C=CC1OCC1=CC=C(C=C1)OC 6-(3-methoxy-4-((4-methoxybenzyl)oxy)phenoxy)-3-morpholinoquinoxaline-5-carbonitrile